2-(3-(8-Amino-6-(3-methyl-1H-pyrazol-4-yl)imidazo[1,2-a]pyrazin-3-yl)-4-methylphenyl)-1,1-difluoropropan-2-ol NC=1C=2N(C=C(N1)C=1C(=NNC1)C)C(=CN2)C=2C=C(C=CC2C)C(C(F)F)(C)O